3-bromo-2,6-dimethyl-1,4-phenylene ether BrC=1C(=C2C(=CC1O2)C)C